pentafluorophenol trifluoroacetate FC(C(=O)O)(F)F.FC1=C(C(=C(C(=C1O)F)F)F)F